4-CARBAMOYL-3-CHLOROPHENYLBORONIC ACID C(N)(=O)C1=C(C=C(C=C1)B(O)O)Cl